(2,2,2-trifluoroethyl) (3-fluorophenyl) disulfide FC=1C=C(C=CC1)SSCC(F)(F)F